C(=O)(O)C1C(C2C(C(C1C2)C(=O)O)C(=O)O)CC(=O)O 3,5,6-tricarboxyl-2-carboxymethyl-norbornane